(R)-1-((7-cyano-2-(3'-(3-((3-hydroxypyrrolidin-1-yl)methyl)-1,7-naphthyridin-8-ylamino)-2,2'-dimethylbiphenyl-3-yl)benzo[d]oxazol-5-yl)methyl)piperidine-4-carboxylic acid C(#N)C1=CC(=CC=2N=C(OC21)C=2C(=C(C=CC2)C2=C(C(=CC=C2)NC=2N=CC=C1C=C(C=NC21)CN2C[C@@H](CC2)O)C)C)CN2CCC(CC2)C(=O)O